NC1=C2C(=NC=N1)N(N=C2CC2=CC=CC1=CC=CC=C21)CC2CCN(CC2)C(C)=O 1-(4-((4-amino-3-(naphthalen-1-ylmethyl)-1H-pyrazolo[3,4-d]pyrimidin-1-yl)methyl)piperidin-1-yl)ethanone